3-(benzyloxy)-2-formyl-4-methoxyphenylboronic acid C(C1=CC=CC=C1)OC=1C(=C(C=CC1OC)B(O)O)C=O